tert-butyl (2R,4S)-4-((tert-butyldimethylsilyl)oxy)-2-carbamoyl-2-methylpyrrolidine-1-carboxylate [Si](C)(C)(C(C)(C)C)O[C@H]1C[C@](N(C1)C(=O)OC(C)(C)C)(C)C(N)=O